((3-cyano-4-hydroxy-7aH-indol-6-yl)amino)-N,N-dimethylacetamide C(#N)C=1C=NC2C=C(C=C(C12)O)NCC(=O)N(C)C